FC=1C(=C(C=C(C1)C)O)C1=C2C(=C(N=N1)N[C@H]1CN(CCC1)C)C=NC=C2 3-fluoro-5-methyl-2-(4-{[(3R)-1-methylpiperidin-3-yl]amino}pyrido[3,4-d]pyridazin-1-yl)phenol